5-chloro-2-(1-(4-(1-(methoxycarbonyl)cyclopropyl)phenyl)piperidin-4-yl)thiophene-3-carboxylic acid ClC1=CC(=C(S1)C1CCN(CC1)C1=CC=C(C=C1)C1(CC1)C(=O)OC)C(=O)O